C12CCC(CC1)N2C=2N=C(C(=C(C(=O)N(C)C)C2)/C=N/S(=O)C(C)(C)C)Cl (E)-6-(7-azabicyclo[2.2.1]heptan-7-yl)-3-(((tert-butylsulfinyl)imino)methyl)-2-chloro-N,N-dimethylisonicotinamide